ClC=1C=C(C=CC1)NC1=NC=C(C=N1)B1OC(C(O1)(C)C)(C)C N-(3-chlorophenyl)-5-(4,4,5,5-tetramethyl-1,3,2-dioxaborolan-2-yl)pyrimidin-2-amine